racemic-5-[(4-chlorophenyl)methyl]-8-(3-hydroxypropyl)-4-[3-(trifluoromethoxy)phenoxy]-1,3,5,8-tetraazatricyclo[8.3.0.0[2,6]]tridec-2(6),3-diene-7,9-dione ClC1=CC=C(C=C1)CN1C(=NC=2N3CCC[C@@H]3C(N(C(C12)=O)CCCO)=O)OC1=CC(=CC=C1)OC(F)(F)F |r|